2,6-di-n-butyl-4-pyrone C(CCC)C=1OC(=CC(C1)=O)CCCC